FC1=C(C=CC(=C1F)C1=NOC(=N1)C(F)(F)F)CNC(CC(F)(F)F)=O N-[[2,3-difluoro-4-[5-(trifluoromethyl)-1,2,4-oxadiazol-3-yl]phenyl]methyl]-3,3,3-trifluoro-propanamide